cresolsulfonic acid CC1=C(C(=CC=C1)S(=O)(=O)O)O